N-(3-fluoro-2'-hydroxy-3'-(1-methyl-5-(piperazin-1-yl)-1H-pyrazol-3-yl)-[1,1'-biphenyl]-4-yl)acetamide FC=1C=C(C=CC1NC(C)=O)C1=C(C(=CC=C1)C1=NN(C(=C1)N1CCNCC1)C)O